C1(CCC1)C1=NC(=NO1)C1=CC(=CC=C1)I 5-cyclobutyl-3-(3-iodophenyl)-1,2,4-oxadiazole